OCCOC(CCl)OCC hydroxyethoxy-ethoxyethyl chloride